[Cl-].[Cl-].[Zr+2].CC(C1=C(C=CC=2C3=CC=C(C=C3CC12)C(C)(C)C)C(C)(C)C)(C1C=CC=C1)CCC=C 1-methyl-1-(3-butenyl)-1-(cyclopentadienyl)-1-(2,7-di-tert-butylfluorenyl)methane zirconium dichloride